4-iodopyrimidine hydrochloride Cl.IC1=NC=NC=C1